tert-Butyl (S)-4-(1-fluoro-1-((1-methyl-3-(trifluoromethyl)-1H-pyrazol-5-yl)sulfonyl)ethyl)piperidine-1-carboxylate F[C@@](C)(S(=O)(=O)C1=CC(=NN1C)C(F)(F)F)C1CCN(CC1)C(=O)OC(C)(C)C